C(#N)C1=CC(=C(OC=2C3=C(N=C(N2)NC2=CC=C(C=C2)C#N)CCN(C3)C(=O)OC(C)(C)C)C(=C1)C)C Tert-butyl 4-(4-cyano-2,6-dimethylphenoxy)-2-((4-cyanophenyl)amino)-7,8-dihydropyrido[4,3-d]pyrimidine-6(5H)-carboxylate